4-[3-(5-Fluoro-2-pyridyl)-1-methyl-pyrazol-4-yl]-3,6-dimethyl-1H-pyrazolo[3,4-b]pyridine FC=1C=CC(=NC1)C1=NN(C=C1C1=C2C(=NC(=C1)C)NN=C2C)C